[C@H]12CN(C[C@H](CC1)N2)C2=NC(=NC1=C(C(=C(C=C21)F)C2=CC(=CC1=CC=C(C(=C21)C2CC2)F)O)F)OC[C@]21CCCN1C[C@@H](C2)F 4-(4-((1R,5S)-3,8-Diazabicyclo[3.2.1]octan-3-yl)-6,8-difluoro-2-(((2R,7aS)-2-fluorotetrahydro-1H-pyrrolizin-7a(5H)-yl)methoxy)quinazolin-7-yl)-5-cyclopropyl-6-fluoronaphthalen-2-ol